Cl.N1=C(SC2=NC=CC=C21)CN thiazolo[5,4-b]pyridin-2-ylmethanamine hydrochloride